Cl.C(N)(=N)C1=NC2=CC=NC=C2C=C1 2-amidino-1,6-naphthyridine hydrochloride